[C@@H]1(C[C@H](O)[C@@H](CO)O1)N1C=CC=2C(=O)NC(N)=NC12 7-deaza-deoxyguanosine